(S)-3-(4-(8-(2,4-dichlorophenyl)-3-(4,4,5,5-tetramethyl-1,3,2-dioxaborolan-2-yl)-6,7-dihydro-5H-benzo[7]annulen-9-yl)phenoxy)-1-(3-fluoropropyl)pyrrolidine ClC1=C(C=CC(=C1)Cl)C=1CCCC2=C(C1C1=CC=C(O[C@@H]3CN(CC3)CCCF)C=C1)C=CC(=C2)B2OC(C(O2)(C)C)(C)C